[Si]([O-])([O-])(O)O.[N+]=O.[Li+] lithium nitrogen oxide silicate